5-(4,4,5,5-tetramethyl-1,3,2-dioxaborolan-2-yl)-3',6'-dihydro-[2,4'-bipyridine]-1'(2'H)-carboxylic acid tert-butyl ester C(C)(C)(C)OC(=O)N1CCC(=CC1)C1=NC=C(C=C1)B1OC(C(O1)(C)C)(C)C